C(C)OC1=CC=C2C(=C(C=NC2=C1)F)C1=CC(=C(C(=O)O)C=C1)C(C)C 4-(7-ethoxy-3-fluoroquinolin-4-yl)-2-isopropylbenzoic acid